tert-butyl 4-(4-amino-5-carbamoyl-1-(4-((4-chloropyridin-2-yl)carbamoyl)phenyl)-1H-pyrrol-3-yl)piperidine-1-carboxylate NC=1C(=CN(C1C(N)=O)C1=CC=C(C=C1)C(NC1=NC=CC(=C1)Cl)=O)C1CCN(CC1)C(=O)OC(C)(C)C